ClC1=CC(=NC=C1OCC1CC1)NC=1C2=C(N=CN1)C=CC(=N2)N2[C@@H]1CN[C@H](C2)C1 N-[4-chloro-5-(cyclopropylmethoxy)-2-pyridyl]-6-[(1S,4S)-2,5-diazabicyclo[2.2.1]heptan-2-yl]pyrido[3,2-d]pyrimidin-4-amine